2-(Benzylamino)-1-(5-fluoro-2-pyridinyl)ethanol C(C1=CC=CC=C1)NCC(O)C1=NC=C(C=C1)F